C(C)(C)C1=C(NC2=CC=C(C=C12)C=1C=C2C=NN(C2=CC1)C)C1=C2C(=NC=C1)NN=C2 4-(3-isopropyl-5-(1-methyl-1H-indazol-5-yl)-1H-indol-2-yl)-1H-pyrazolo[3,4-b]pyridine